FC1=C(C=C(CN2C(NC(C3=CC=CC=C23)=O)=O)C=C1)C(=O)N1CCN(CC1)C=1SC=CN1 1-(4-Fluoro-3-(4-(thiazol-2-yl)piperazine-1-carbonyl)benzyl)quinazoline-2,4(1H,3H)-dione